tert-butyl 4-{5-fluoro-2-oxo-1H,3H-pyrrolo[2,3-b]pyridin-4-yl}piperidine-1-carboxylate FC=1C(=C2C(=NC1)NC(C2)=O)C2CCN(CC2)C(=O)OC(C)(C)C